8-(methylthio)-4-(4,4,5,5-tetramethyl-1,3,2-dioxaborolan-2-yl)-[1,2,4]triazolo[1',5':1,6]pyrido[2,3-d]pyrimidine CSC1=NC=C2C(=N1)N1C(C(=C2)B2OC(C(O2)(C)C)(C)C)=NC=N1